3-(2,2,2-trifluoroethyl)benzo[b]thiophen-7-amine FC(CC=1C2=C(SC1)C(=CC=C2)N)(F)F